Racemic-2-((6-methoxypyridin-3-yl)methyl)-6-(phenylsulfonimidoyl)phthalazin-1(2H)-one COC1=CC=C(C=N1)CN1C(C2=CC=C(C=C2C=N1)[S@@](=O)(=N)C1=CC=CC=C1)=O |r|